succinic acid, malic acid salt C(C(O)CC(=O)O)(=O)O.C(CCC(=O)O)(=O)O